2-[(2S)-4-[7-(8-chloro-1-naphthyl)-2-[[(2S)-pyrrolidin-2-yl]methoxy]-6,8-dihydro-5H-pyrido[3,4]pyrimidin-4-yl]-1-prop-2-enoyl-piperazin-2-yl]acetonitrile ClC=1C=CC=C2C=CC=C(C12)C1CC2=C(C(=NC(=N2)OC[C@H]2NCCC2)N2C[C@@H](N(CC2)C(C=C)=O)CC#N)CN1